C(C)[Si](COCC1OC1)(OC)CC diethyl(methoxy){[(oxiran-2-yl)methoxy]methyl}silane